O=C1N(N=NC2=C1C=CC=C2)CC(=O)N 4-oxo-1,2,3-benzotriazine-3(4H)-acetamide